C(C)(=O)C1=CC(=C(C=C1)C1=NN=C(C(N1C)=O)N[C@H]1CN(CCC1)CC)O 3-(4-acetyl-2-hydroxy-phenyl)-6-[[(3R)-1-ethyl-3-piperidinyl]amino]-4-methyl-1,2,4-triazin-5-one